2,3,7-trihydroxy-9-methoxy-6-oxobenzo[c]chromen OC=1C=C2C3=C(C(OC2=CC1O)=O)C(=CC(=C3)OC)O